C1(CCC1)CN[C@H]1CN(CCC1)C=1C=CC(=NC1)C1(COC1)C(=O)NC=1C=C2C(=NC1)NC=C2 (R)-3-(5-(3-((cyclobutylmethyl)amino)piperidin-1-yl)pyridin-2-yl)-N-(1H-pyrrolo[2,3-b]pyridin-5-yl)oxetane-3-carboxamide